(6aR,10aR)-6,6,9-trimethyl-3-pentyl-6a,7,10,10a-tetrahydro-6H-benzo[c]chromen-1-yl 3-(phosphonooxy)cyclobutane-1-carboxylate di-ammonium salt [NH4+].[NH4+].P(=O)(O)(O)OC1CC(C1)C(=O)OC1=C2[C@H]3[C@H](C(OC2=CC(=C1)CCCCC)(C)C)CC=C(C3)C